3,3'-(1,4-phenylenebis(dimethylsilanediyl))bis(propane-1-amine) C1(=CC=C(C=C1)[Si](C)(C)CCCN)[Si](C)(C)CCCN